ClC1=CC(=C(CNC2=NC=CC(=C2)C=2CCN(CC2)CC2=NC3=C(N2C[C@H]2OCC2)C=C(C=C3)C(=O)O)C=C1)F (S)-2-((2'-((4-chloro-2-fluorobenzyl)amino)-3,6-dihydro-[4,4'-bipyridin]-1(2H)-yl)methyl)-1-(oxetan-2-ylmethyl)-1H-benzo[d]imidazole-6-carboxylic acid